CCCCC(O)C(CO)(CO)CO 4-butyl-pentaerythritol